1-(4,6-dimethoxypyrimidin-2-yl)-3-(3-trifluoromethyl-2-pyridylsulphonyl)urea COC1=NC(=NC(=C1)OC)NC(=O)NS(=O)(=O)C1=NC=CC=C1C(F)(F)F